NC1=C2C(=NC(=N1)Cl)N(N=C2)[C@H]2[C@@H]([C@@]([C@H](O2)COC(C(=O)O)(CC2=CC=CC=C2)C=2N=CSC2)(O)C#C)O 2-(((2R,3S,4R,5R)-5-(4-amino-6-chloro-1H-pyrazolo[3,4-d]pyrimidin-1-yl)-3-ethynyl-3,4-dihydroxytetrahydrofuran-2-yl)methoxy)-3-phenyl-2-(thiazol-4-yl)-propionic acid